4-((R)-2-Azidobutan-2-yl)-6-chloro-1-(((R)-4-((R)-methylsulfinyl)butan-2-yl)oxy)-2,7-naphthyridine N(=[N+]=[N-])[C@](C)(CC)C1=CN=C(C2=CN=C(C=C12)Cl)O[C@H](C)CC[S@](=O)C